O=C1N(CCC(N1)=O)C=1C=C(C(=O)O)C=CC1OC 3-(2,4-Dioxotetrahydropyrimidin-1(2H)-yl)-4-methoxybenzoic acid